4-(2-chloro-3-(9-(3-chlorobenzyl)-6-(1-methylcyclopropoxy)-9H-purin-8-yl)phenoxy)-N-(methylsulfonyl)butanamide ClC1=C(OCCCC(=O)NS(=O)(=O)C)C=CC=C1C=1N(C2=NC=NC(=C2N1)OC1(CC1)C)CC1=CC(=CC=C1)Cl